N1=C(N=CC=C1)C=1SC=NN1 (pyrimidin-2-yl)-1,3,4-thiadiazol